2-(3-(trifluoromethyl)phenyl)acetamide FC(C=1C=C(C=CC1)CC(=O)N)(F)F